acryloyloxy-2-(2-vinyloxyethoxy)ethylmethyldimethoxysilane C(C=C)(=O)OCO[Si](OC)(C)CCOCCOC=C